(4-acetylphenyl)-2-(4-hydroxyphenyl)-5,7-dimethoxy-4H-chromen-4-one C(C)(=O)C1=CC=C(C=C1)C1=C(OC2=CC(=CC(=C2C1=O)OC)OC)C1=CC=C(C=C1)O